CC1=CC2=C(NN=N2)C=C1C 5,6-dimethyl-1H-benzo[d][1,2,3]triazole